NC1=CC=C(C=N1)CCN[C@H](C(=O)C1=CNC2=CC(=CC=C12)C=1C=NN(C1)C)C1=CC=CC=C1 |r| (S)- and (R)-2-((2-(6-aminopyridin-3-yl)ethyl)amino)-1-(6-(1-methyl-1H-pyrazol-4-yl)-1H-indol-3-yl)-2-phenylethan-1-one